4-(aminomethyl)-1-(5-(2-(2-hydroxyethoxy)-6-isopropylpyridin-3-yl)imidazo[2,1-b][1,3,4]thiadiazol-2-yl)piperidin-4-ol NCC1(CCN(CC1)C1=NN2C(S1)=NC=C2C=2C(=NC(=CC2)C(C)C)OCCO)O